COC=1C=C2C(NN=C(C2=CC1)OS(=O)(=O)C(F)(F)F)=O 6-methoxy-4-oxo-3,4-dihydro-phthalazin-1-yl-triflate